tert-butyl 4-[6-(methylcarbamoyl)imidazo[1,2-a]pyridin-2-yl]-3-oxo-2-(2-phenoxyethyl)piperazine-1-carboxylate CNC(=O)C=1C=CC=2N(C1)C=C(N2)N2C(C(N(CC2)C(=O)OC(C)(C)C)CCOC2=CC=CC=C2)=O